tert-butyl N-[(1R)-1-[2-[5-[(3S,4R)-3-(benzyloxycarbonylamino)-4-methoxy-piperidine-1-carbonyl]-7-methoxy-1-methyl-benzimidazol-2-yl]-1H-pyrrolo[2,3-b]pyridin-6-yl]ethyl]carbamate C(C1=CC=CC=C1)OC(=O)N[C@H]1CN(CC[C@H]1OC)C(=O)C1=CC2=C(N(C(=N2)C2=CC=3C(=NC(=CC3)[C@@H](C)NC(OC(C)(C)C)=O)N2)C)C(=C1)OC